(2,2,2-trifluoroethyl) ether FC(COCC(F)(F)F)(F)F